4,4,5,5,6,6,7,7,7-nonafluoro-1-phenyl-2-(4-tolyl)heptan-1-one FC(CC(C(=O)C1=CC=CC=C1)C1=CC=C(C=C1)C)(C(C(C(F)(F)F)(F)F)(F)F)F